CC=1C(=C(C2=C(NCCO2)C1)C)N 6,8-dimethyl-2,3-dihydro-1,4-benzoxazin-7-amine